C(CCC)N(C([S-])=S)CCCC.C(CCC)N(C([S-])=S)CCCC.[Ni+2] nickel bis(dibutyldithiocarbamate)